(S)-N-(3-(3,3-difluoroazetidin-1-yl)bicyclo[1.1.1]pentan-1-yl)-1-(4-fluorophenyl)-3,4-dihydroisoquinoline FC1(CN(C1)C12CC(C1)(C2)N2[C@H](C1=CC=CC=C1CC2)C2=CC=C(C=C2)F)F